2-(1-methyl-5-(trifluoromethyl)-1H-pyrazol-3-yl)ethan-1-one CN1N=C(C=C1C(F)(F)F)CC=O